1-(tert-butyl)-4-chloro-6-cyclopropyl-1H-pyrazolo[3,4-d]pyrimidine C(C)(C)(C)N1N=CC=2C1=NC(=NC2Cl)C2CC2